ClC=1C(=NC(=NC1C)N1CC(CC1)C1CN(CC1)C1CC(C1)(C(=O)O)C)N[C@H](C)C1=C(C=C(C=C1)Cl)Cl 3-(1'-(5-chloro-4-(((R)-1-(2,4-dichlorophenyl)ethyl)amino)-6-methylpyrimidin-2-yl)-[3,3'-bipyrrolidin]-1-yl)-1-methylcyclobutane-1-carboxylic acid